(S)-3-(3,4-difluorophenyl)-1-(8-fluoro-6-oxo-1,4,5,6-tetrahydro-2H-pyrano[3,4-c]isoquinolin-1-yl)-1-isobutylurea FC=1C=C(C=CC1F)NC(N(CC(C)C)[C@@H]1COCC=2NC(C=3C=C(C=CC3C21)F)=O)=O